(3aR,4R,4aR,5aS,6S,6aS)-4,4a,5,5a,6,6a-hexahydro-4,6-ethenocyclopropa[f]isoindole-1,3(2H,3aH)-dione C1(NC([C@@H]2[C@H]3[C@H]4[C@@H]([C@@H]([C@H]12)C=C3)C4)=O)=O